C1=NC=CC2=CC=C(C=C12)[C@H](CC(=O)OC)CN1CC2(C1)CCN(CC2)CC2=NC=1NCCCC1C=C2 methyl (S)-3-(isoquinolin-7-yl)-4-(7-((5,6,7,8-tetrahydro-1,8-naphthyridin-2-yl)methyl)-2,7-diazaspiro[3.5]nonan-2-yl)butanoate